C(C)[C@@H]1C(N(C(N1)=O)C=1C=NC(=NC1)OC=1C=C2C(=CC1)COC21CCC1)=O (5R)-5-ethyl-3-(2-spiro[1H-isobenzofuran-3,1'-cyclobutane]-5-yloxypyrimidin-5-yl)imidazolidine-2,4-dione